methyl 3-fluoro-4-[4-[[5-(4-hydroxy-1-piperidyl)-2-pyridyl] amino]-5-oxo-6H-1,6-naphthyridin-2-yl]benzoate FC=1C=C(C(=O)OC)C=CC1C1=NC=2C=CNC(C2C(=C1)NC1=NC=C(C=C1)N1CCC(CC1)O)=O